Tert-butyl(7-((4-fluorophenyl) amino)-7-oxoheptyl)carbamate C(C)(C)(C)OC(NCCCCCCC(=O)NC1=CC=C(C=C1)F)=O